N1-(dibenzo[b,d]furan-3-yl)-N4-(10,10-dimethyl-10H-spiro[anthracene-9,9'-fluorene]-2'-yl)-N1,N4-diphenylbenzene-1,4-diamine C1=CC(=CC=2OC3=C(C21)C=CC=C3)N(C3=CC=C(C=C3)N(C3=CC=CC=C3)C3=CC=2C1(C4=CC=CC=C4C2C=C3)C3=CC=CC=C3C(C=3C=CC=CC31)(C)C)C3=CC=CC=C3